ClCCN(CCCl)CCCl tri(2-chloroethyl)amine